NCCCN(CCCCN)CC N1-(3-aminopropyl)-N1-ethylbutane-1,4-diamine